FC1=CC=C(N1)C=O 5-FLUORO-1H-PYRROLE-2-CARBALDEHYDE